tert-Butyl N-[4-[5-chloro-7-[[(3S)-4-methylmorpholin-3-yl]methoxy]-1,3-dihydrofuro[3,4-f]quinolin-4-yl]-3-cyano-7-fluoro-benzothiophen-2-yl]carbamate ClC=1C(=C2C(=C3C=CC(=NC13)OC[C@H]1N(CCOC1)C)COC2)C2=CC=C(C1=C2C(=C(S1)NC(OC(C)(C)C)=O)C#N)F